((2S,4R,5R)-2-((S)-1-(4-fluorophenyl)-1,2,3,4-tetrahydroisoquinoline-2-carbonyl)-5-hydroxytetrahydro-2H-pyran-4-yl) carbamate C(N)(O[C@@H]1C[C@H](OC[C@H]1O)C(=O)N1[C@H](C2=CC=CC=C2CC1)C1=CC=C(C=C1)F)=O